C12C3C=CCC2C3CCC1 tricyclo[4.4.0.02,7]dec-3-ene